N=1C=NN2C1C=C(C=C2)OC2=C(C(=C(C=C2)NC=2C1=C(N=CN2)C=CC(=N1)N1CCNCC1)F)Cl N-(4-([1,2,4]triazolo[1,5-a]pyridin-7-yloxy)-3-chloro-2-fluorophenyl)-6-(piperazin-1-yl)pyrido[3,2-d]pyrimidin-4-amine